S1C(=NC2=C1C=CC=C2)C2=C(N)C=CC(=C2)C 2-(benzo[d]thiazol-2-yl)-4-methylaniline